C(C(C)C)(=O)OC1=C(C=C(C=C1O)Br)C=NC1=CC(=CC(=C1)Cl)Cl 4-bromo-2-((3,5-dichlorophenyl-imino)meth-yl)-6-hydroxyphenyl isobutyrate